5-(2-fluoro-6-hydroxy-3-(pyrazolo[1,5-a]pyridin-3-yl)phenyl)-1,2,5-thiadiazolidin-3-one 1,1-dioxide FC1=C(C(=CC=C1C=1C=NN2C1C=CC=C2)O)N2CC(NS2(=O)=O)=O